NC=1NC2=C(N1)C=CC(=C2)S(=O)(=O)CCC 2-amino-5-propylsulfonyl-benzimidazole